SC(CC(=O)OCCN1C(N(C(N(C1=O)CCOC(CC(C)S)=O)=O)CCOC(CC(C)S)=O)=O)C 1,3,5-Tris(2-(3-sulfanylbutanoyloxy)ethyl)-1,3,5-triazinan-2,4,6-trion